CC=1OC2=C(N1)C=C(C(=C2)NC(=O)N2CCC=1C2=NC=CC1N1CCN(CC1)C(=O)OC(C)(C)C)C tert-butyl 4-(1-((2,5-dimethylbenzo[d]oxazol-6-yl)carbamoyl)-2,3-dihydro-1H-pyrrolo[2,3-b]pyridin-4-yl)piperazine-1-carboxylate